(S)-4-(4-Acryloyl-2-methylpiperazin-1-yl)-6-(2-fluoro-6-hydroxyphenyl)-5,6-dihydro-7H-pyrrolo[3,4-d]pyrimidin-7-one C(C=C)(=O)N1C[C@@H](N(CC1)C=1C2=C(N=CN1)C(N(C2)C2=C(C=CC=C2O)F)=O)C